N1=CC=C(C=C1)CCN 2-(pyridin-4-yl)ethan-1-amine